3-(ethylsulfanyl)-1,2,4-thiadiazol-5-amine C(C)SC1=NSC(=N1)N